CC=1C=CC2=C(N(C=3CCNCCC32)C)N1 2,10-dimethyl-5,6,7,8,9,10-hexahydropyrido[3',2':4,5]pyrrolo[2,3-d]azepine